BrC1=CC(=C(C(=C1)F)C=1N=C2N(C=CC(=C2)CO)C1C[C@H]1CN(CCO1)C(=O)OC(C)(C)C)F tert-butyl (S)-2-((2-(4-bromo-2,6-difluorophenyl)-7-(hydroxymethyl)imidazo[1,2-a]pyridin-3-yl)methyl)morpholine-4-carboxylate